(E)-5,5-dimethyl-2-[p-(2-pyridyloxy)benzoylamino]-3-hexenoic acid CC(/C=C/C(C(=O)O)NC(C1=CC=C(C=C1)OC1=NC=CC=C1)=O)(C)C